COC1=CC=C(C=C1)C=1C(=C(C=CC1N)N)C1=CC=C(C=C1)OC bis(4-methoxyphenyl)benzene-1,4-diamine